thieno[3,2-c]piperidine S1C=CC=2CNCCC21